NC1=NC=CC2=CC=C(C=C12)C=1C=C2C(=NN(C2=CC1)C1COCC1)CN1C=CC2=CC=CC(=C12)C(=O)OC methyl 1-((5-(1-aminoisoquinolin-7-yl)-1-(tetrahydrofuran-3-yl)-1H-indazol-3-yl) methyl)-1H-indole-7-carboxylate